r-indol-4-yl acetate C(C)(=O)OC1=C2C=CNC2=CC=C1